(R)-4-(2-(1H-benzo[d]imidazol-1-yl)-7-(pyridin-4-ylsulfanyl)thieno[3,2-d]pyrimidin-4-yl)-3-methylmorpholine N1(C=NC2=C1C=CC=C2)C=2N=C(C1=C(N2)C(=CS1)SC1=CC=NC=C1)N1[C@@H](COCC1)C